BrC=1C=C(C=CC1C)NC(OC(C)(C)C)=O Tert-butyl (3-bromo-4-methylphenyl)carbamate